2-methyl-pyrazolo[1,5-a]pyrimidine-6-carbonitrile CC1=NN2C(N=CC(=C2)C#N)=C1